NC1=C(C(=CC=C1)C1=NN(C=N1)C)C(C)=O 1-(2-Amino-6-(1-methyl-1H-1,2,4-triazol-3-yl)phenyl)ethan-1-one